C(C)(C)(C)[Si](C)(C)OCCC=C(CCCCCCC)CCCCCCC tert-butyl-[(4-heptyl-3-undecen-1-yl)oxy]dimethylsilane